N-(4-(2-(2,6-Dioxopiperidin-3-yl)-1-oxoisoindolin-4-yl)but-3-yn-1-yl)-5-(8-(3-ethyl-4,6-dimethyl-5-oxo-4,5,6,7-tetrahydro-1H-pyrazolo[3,4-c]pyridin-1-yl)isoquinolin-3-yl)picolinamide O=C1NC(CCC1N1C(C2=CC=CC(=C2C1)C#CCCNC(C1=NC=C(C=C1)C=1N=CC2=C(C=CC=C2C1)N1N=C(C2=C1CN(C(C2C)=O)C)CC)=O)=O)=O